N=1C=NN2C1C=CC(=C2)C2=CNC=1N=C(N=CC12)NC1CCN(CC1)C 5-([1,2,4]Triazolo[1,5-a]pyridin-6-yl)-N-(1-methylpiperidin-4-yl)-7H-pyrrolo[2,3-d]pyrimidin-2-amine